N-((1s,4s)-1-Allyl-4-((5-amino-3-iodo-2-(3-methoxy-1-methyl-1H-pyrazol-4-yl)-1-(phenylsulfonyl)-1H-pyrrolo[2,3-b]pyridin-4-yl)amino)cyclohexyl)cyclopropanecarboxamide C(C=C)C1(CCC(CC1)NC1=C2C(=NC=C1N)N(C(=C2I)C=2C(=NN(C2)C)OC)S(=O)(=O)C2=CC=CC=C2)NC(=O)C2CC2